C([C@H]([C@H]([C@H]([C@@H](C(=O)CO)O)O)O)O)OP(=O)([O-])[O-] heptulose 7-phosphate